FC1=CC=C(C=C1)C1=CC2=C(N=CN=C2NCC=2SC(=NN2)C)N=C1 6-(4-fluorophenyl)-N-[(5-methyl-1,3,4-thiadiazol-2-yl)methyl]pyrido[2,3-d]pyrimidin-4-amine